COC(=O)N[C@@H](C(=O)N1CC2(CC2)CC1)C1=CC=CC=C1 (S)-5-((R)-2-((methoxy-carbonyl)amino)-2-phenylacetyl)-5-azaspiro[2.4]heptane